C(C)N1C(NC2=CC(=CC=C2C1=O)CN1CCN(CC1)C=1C=C(C(=NC1)C(=O)NC)C)=O 5-(4-((3-ethyl-2,4-dioxo-1,2,3,4-tetrahydroquinazolin-7-yl)methyl)piperazin-1-yl)-N,3-dimethylpicolinamide